S(=O)(=O)(C1=CC=C(C(=O)Cl)C=C1)C1=CC=C(C(=O)Cl)C=C1 4,4'-sulfonyldibenzoyl chloride